C(#N)C=1C(NC2=CC=C(C=C2C1N1CCC2(CC2)CC1)C(=O)NC)=O 3-cyano-N-methyl-2-oxo-4-(6-azaspiro[2.5]oct-6-yl)-1,2-dihydroquinoline-6-carboxamide